2-ethoxy-5-amino-N-(1-(3-(thiazol-2-yl)phenyl)methyl)benzamide C(C)OC1=C(C(=O)NCC2=CC(=CC=C2)C=2SC=CN2)C=C(C=C1)N